[Si].[Al].[K] potassium aluminum-silicon